3-((3-Exo)-3-((4-((5-methyl-1H-pyrazol-3-yl)amino)pyrido[2,3-d]pyrimidin-2-yl)amino)-8-azabicyclo[3.2.1]oct-8-yl)propionitrile CC1=CC(=NN1)NC=1C2=C(N=C(N1)NC1CC3CCC(C1)N3CCC#N)N=CC=C2